cis-trans-triazole N1N=NC=C1